C(C)(C)C1=C(NC2=CC=C(C=C12)C=1OC(=NN1)[C@@H]1NCC2=CC=CC=C2C1)C1=CC(=NC=C1)C (R)-2-(3-isopropyl-2-(2-methylpyridin-4-yl)-1H-indol-5-yl)-5-(1,2,3,4-tetrahydroisoquinolin-3-yl)-1,3,4-oxadiazole